methyl 2-(6-(4-(5-(4-chloro-3-fluorophenyl)-7,7-dimethyl-4,5,6,7-tetrahydropyrazolo[1,5-a]pyrazine-2-carbonyl)-3,3-dimethylpiperazin-1-yl)pyridin-3-yl)acetate ClC1=C(C=C(C=C1)N1CC=2N(C(C1)(C)C)N=C(C2)C(=O)N2C(CN(CC2)C2=CC=C(C=N2)CC(=O)OC)(C)C)F